CSC(C(=O)N1C(CCCC1)C=1NC(=CN1)C1=C(C(=C(C=C1)F)F)F)C 2-(methylthio)-1-(2-(5-(2,3,4-trifluorophenyl)-1H-imidazol-2-yl)piperidin-1-yl)propan-1-one